C1(=C(C=CC=C1)C1=C(C2=C(OC3=C2C=CC=C3)C=C1)C1=NN=NC(=C1C1=C(C(=CC=3C2=CC=CC=C2CC13)C)C)C1=CC=CC=C1)C1=CC=CC=C1 biphenylyl[phenyl(dimethylfluorenyl)triazineyl]dibenzofuran